(3R)-N-[2-cyano-4-fluoro-3-[4-oxo-3-(2-piperazin-1-ylpyrimidin-5-yl)quinazolin-6-yl]oxy-phenyl]-3-methoxy-pyrrolidine-1-sulfonamide C(#N)C1=C(C=CC(=C1OC=1C=C2C(N(C=NC2=CC1)C=1C=NC(=NC1)N1CCNCC1)=O)F)NS(=O)(=O)N1C[C@@H](CC1)OC